biphenyl-tetra-sulfonic acid C1(=C(C(=C(C(=C1)S(=O)(=O)O)S(=O)(=O)O)S(=O)(=O)O)S(=O)(=O)O)C1=CC=CC=C1